(6S)-4-(2,10-dichloro-9-(6-chloro-5-cyclopropyl-1-(tetrahydro-2H-pyran-2-yl)-1H-indazol-4-yl)pyrazino[1',2':1,5]pyrrolo[3,2-d]pyrimidin-4-yl)-6-methyl-1,4-oxazepan-6-ol ClC=1N=C(C2=C(N1)C(=C1N2C=CN=C1C1=C2C=NN(C2=CC(=C1C1CC1)Cl)C1OCCCC1)Cl)N1CCOC[C@](C1)(O)C